(S)-2-(3-(difluoromethyl)-4,4,7,7-tetrafluoro-4,5,6,7-tetrahydro-1H-indazol-1-yl)-N-(2-(3,5-difluorophenyl)-1-(6-(4-fluorophenyl)thiazolo[4,5-b]pyridin-5-yl)ethyl)acetamide FC(C1=NN(C=2C(CCC(C12)(F)F)(F)F)CC(=O)N[C@@H](CC1=CC(=CC(=C1)F)F)C1=C(C=C2C(=N1)N=CS2)C2=CC=C(C=C2)F)F